ClC1=C(C(=NN1C)C)S(=O)(=O)NO 5-chloro-N-hydroxy-1,3-dimethyl-1H-pyrazole-4-sulfonamide